C(N)(=O)NCCC[C@@H](C(NC1=CC=C(C=C1)C(CC#C)O)=O)NC(=O)[C@H](C(C)C)NC(OCC1C2=CC=CC=C2C=2C=CC=CC12)=O (9H-fluoren-9-yl)methyl N-[(1S)-1-{[(1S)-4-(carbamoylamino)-1-{[4-(1-hydroxybut-3-yn-1-yl)phenyl]carbamoyl}butyl]carbamoyl}-2-methylpropyl]carbamate